C(C)(C)NC1=C(C#N)C=C(C=C1)C1=NC(=NO1)C1=CC2=C(NC(N2)=O)C=C1 2-(isopropylamino)-5-(3-(2-oxo-2,3-dihydro-1H-benzo[d]imidazol-5-yl)-1,2,4-oxadiazol-5-yl)benzonitrile